ClC1=C(C=C(C=C1)NC(=O)N1C2CC(CC1(C2)C=2OC(=NN2)C)C)C=2N=NC=CN2 cis-N-(4-chloro-3-(1,2,4-triazin-3-yl)phenyl)-3-methyl-1-(5-methyl-1,3,4-oxadiazol-2-yl)-6-azabicyclo[3.1.1]heptane-6-carboxamide